C(C)(C)(C)OC(=O)N[C@H](C)C(=O)NC1CC1 N2-(tert-Butoxycarbonyl)-N-cyclopropyl-D-alaninamide